COCCN1CCN(CC1)C1=NC=2N(C(=N1)C1=CSC3=C1C=CC=C3)N=CC2 2-(4-(2-methoxyethyl)piperazinyl)-4-(benzothien-3-yl)pyrazolo[1,5-a][1,3,5]triazine